3-(acetyl-(2,6-dimethylphenyl)carbamoyl)-1-((2,6-dimethylphenyl)amino)-7-methyl-2-naphthoic acid ethyl ester C(C)OC(=O)C1=C(C2=CC(=CC=C2C=C1C(N(C1=C(C=CC=C1C)C)C(C)=O)=O)C)NC1=C(C=CC=C1C)C